tert-butyl (R)-3-(4-(3H-[1,2,3]triazolo[4,5-b]pyridin-3-yl)-2-fluoro-N-(6-(hydroxymethyl)isoquinolin-1-yl)benzamido)piperidine-1-carboxylate N1=NN(C2=NC=CC=C21)C2=CC(=C(C(=O)N(C1=NC=CC3=CC(=CC=C13)CO)[C@H]1CN(CCC1)C(=O)OC(C)(C)C)C=C2)F